NC1=CC=C(C=C1)C#CC1=CC=C(N)C=C1 4-[2-(4-aminophenyl)ethynyl]aniline